(R)-(3-aminopiperidin-1-yl)(2-(1-(cyclopropylmethyl)-6-(1,1-dioxido-1,2-thiazinan-2-yl)-1H-pyrrolo[2,3-b]pyridin-2-yl)-7-methoxy-1-methyl-1H-benzo[d]imidazol-5-yl)methanone N[C@H]1CN(CCC1)C(=O)C1=CC2=C(N(C(=N2)C2=CC=3C(=NC(=CC3)N3S(CCCC3)(=O)=O)N2CC2CC2)C)C(=C1)OC